tert-butyl (S)-2-((((9H-fluoren-9-yl)methoxy)carbonyl)amino)-4-iodobutanoate C1=CC=CC=2C3=CC=CC=C3C(C12)COC(=O)N[C@H](C(=O)OC(C)(C)C)CCI